S and R-malic acid C([C@@H](O)CC(=O)O)(=O)O |r|